ClC=1C=CC(=C(C1)CC(=O)NC=1C=C(C(=O)NC(C(C)(C)C)(C)C)C=CC1)OC 3-[[2-(5-Chloro-2-methoxy-phenyl)acetyl]amino]-N-(1,1,2,2-tetramethylpropyl)Benzamide